2,3-dimethyl-4-(piperidin-4-ylamino)-1H-indole-7-carboxamide CC=1NC2=C(C=CC(=C2C1C)NC1CCNCC1)C(=O)N